FC1(C[C@@H](N2N=C(N=C21)C(=O)N2CC(C2)(F)F)C2=CC=CC=C2)F (R)-(7,7-bisfluoro-5-phenyl-6,7-dihydro-5H-pyrrolo[1,2-b][1,2,4]Triazol-2-yl)(3,3-difluoroazetidin-1-yl)methanone